FC1=C(N(C=2N=C(N=CC21)NC2=CC(=C(C=C2)N2CCN(CC2)C)OC)C2=CC=CC(=N2)N=S(=O)(C)C)C2CC2 ((6-(5-fluoro-2-(((3-methoxy-4-(4-methylpiperazin-1-yl)phenyl))amino)-6-cyclopropyl-7H-pyrrolo[2,3-d]pyrimidin-7-yl)pyridin-2-yl)imino)dimethyl-λ6-sulfanone